4-[4-[[2-fluoro-4-(triazolo[4,5-b]pyridin-3-yl)benzoyl]-[(3R)-3-piperidyl]amino]thieno[3,2-c]pyridin-2-yl]-N-methyl-thiazole-2-carboxamide FC1=C(C(=O)N(C2=NC=CC3=C2C=C(S3)C=3N=C(SC3)C(=O)NC)[C@H]3CNCCC3)C=CC(=C1)N1N=NC=3C1=NC=CC3